methyl 5-(bromomethyl)-2-nitrobenzoate BrCC=1C=CC(=C(C(=O)OC)C1)[N+](=O)[O-]